ClC1=NC(=C2N=CN(C2=N1)[C@H]1[C@@H]([C@@H]([C@@H]2C[C@H]12)O)O)NCC(F)(F)F (1R,2R,3S,4R,5S)-4-(2-chloro-6-((2,2,2-trifluoroethyl)amino)-9H-purin-9-yl)bicyclo[3.1.0]hexane-2,3-diol